2,7-diazaspiro[4.4]nonan-8-one C1NCCC12CNC(C2)=O